BrC=1C=C(N(C)C)C=C(C1)C 3-bromo-5-methyl-N,N-dimethylaniline